CC1=CC=C2C=NC(=NC2=C1C1=NC=CC(=C1)NC(C=C)=O)NC1=CC=C(C=C1)N1CCN(CC1)C N-(2-(7-methyl-2-((4-(4-methylpiperazin-1-yl)phenyl)amino)quinazolin-8-yl)pyridin-4-yl)acrylamide